ClC1=C(C=C(OCC(=O)NC23CC(C2)(C3)NC(COC=3C=NC(=C(C3)F)Cl)=O)C=C1)F 2-(4-chloro-3-fluorophenoxy)-N-(3-{2-[(6-chloro-5-fluoropyridin-3-yl)oxy]acetamido}bicyclo[1.1.1]pentan-1-yl)acetamide